[3-[3-(1,3-benzodioxol-5-yl)imidazo[1,2-b]pyridazin-6-yl]phenyl]methanol O1COC2=C1C=CC(=C2)C2=CN=C1N2N=C(C=C1)C=1C=C(C=CC1)CO